FC1=C(C=CC=C1B1OC(C(O1)(C)C)(C)C)CN(C([O-])=O)C(C)(C)C N-[[2-fluoro-3-(4,4,5,5-tetramethyl-1,3,2-dioxaborolan-2-yl)phenyl]methyl]tert-butylcarbamate